ClC1=C2C(=NC=C1OC=1C=NN3C1C=C(C=C3)N3CCOCC3)N=C(N2C)NC=2C(N(C=C(C2)C(F)(F)F)C)=O 3-((7-chloro-1-methyl-6-((5-morpholinopyrazolo[1,5-a]pyridin-3-yl)oxy)-1H-imidazo[4,5-b]pyridin-2-yl)amino)-1-methyl-5-(trifluoromethyl)pyridin-2(1H)-one